OC=C1C(CC(CC1=O)C1=CC(=CC=C1)Br)=O 2-(hydroxymethylene)-5-(3-bromophenyl)cyclohexane-1,3-dione